S(=O)(=O)(C)C=1C=C(C(OC)=CC1)NCC#CC1=CC(=C2C=CN(C2=C1)CC(F)(F)F)NC(=O)C1C(CN(CC1)C)(F)F N-{6-[3-(4-mesyl-2-anisidino)-1-propynyl]-1-(2,2,2-trifluoroethyl)-4-indolyl}-3,3-difluoro-1-methyl-4-piperidinecarboxamide